6-amino-7-(4-phenoxyphenyl)-9-(1,4-dioxaspiro[4.5]decan-8-yl)-7,9-dihydro-8H-purin-8-one NC1=C2N(C(N(C2=NC=N1)C1CCC2(OCCO2)CC1)=O)C1=CC=C(C=C1)OC1=CC=CC=C1